COC1=CC(=CC=2N=CSC21)C(=O)OCC ethyl 7-methoxybenzo[d]thiazole-5-carboxylate